FC=1C=2N(C=C(C1)C(=O)NC=1C(=CC(=C3C=NNC13)N1CCNCC1)F)C=C(N2)C 8-fluoro-N-(6-fluoro-4-piperazin-1-yl-1H-indazol-7-yl)-2-methyl-imidazo[1,2-a]pyridine-6-carboxamide